methyl 4-(4-(3-((4-(methylthio)benzyl)carbamoyl)piperazin-1-yl)-2H-pyrazolo[3,4-d]pyrimidin-2-yl)benzoate CSC1=CC=C(CNC(=O)C2CN(CCN2)C=2C=3C(N=CN2)=NN(C3)C3=CC=C(C(=O)OC)C=C3)C=C1